ClC1=C(C=2N=C(N=C3C2C(=N1)OC[C@H]1N3CCCC1)OC[C@]13CCCN3C[C@@H](C1)F)F (S)-5-chloro-4-fluoro-2-(((2R,7aS)-2-fluorotetrahydro-1H-pyrrolizin-7a(5H)-yl)methoxy)-8,8a,9,10,11,12-hexahydro-7-oxa-1,3,6,12a-tetraazabenzo[4,5]cyclohepta[1,2,3-de]naphthalene